FC1=CC(=CC=2O[C@H]3CCN[C@@H](C21)C3)OC(F)(F)F |r| rac-(2S,6R)-7-fluoro-9-(trifluoromethoxy)-3,4,5,6-tetrahydro-2H-2,6-methanobenzo[b][1,5]oxazocine